ethyl 3-(4-(((tetrahydro-2H-pyran-2-yl)oxy)methyl)bicyclo[2.1.1]hexan-1-yl)-1H-pyrazole-5-carboxylate O1C(CCCC1)OCC12CCC(C1)(C2)C2=NNC(=C2)C(=O)OCC